4-(1-cyanocyclopropyl)picolinic acid C(#N)C1(CC1)C1=CC(=NC=C1)C(=O)O